C(#N)C=1C=NC(=NC1)NC(CN1C(C2=CC=C(C=C2[C@@]2([C@H](C2)F)C1)C(F)(F)F)=O)=O N-(5-cyanopyrimidin-2-yl)-2-[(2's,4r)-2'-fluoro-1-oxo-6-(trifluoromethyl)spiro[3H-isoquinolin-4,1'-cyclopropan]-2-yl]acetamide